2-(4-(2-(5-((1-(3-fluorophenyl)ethyl)amino)-1H-indazol-3-yl)vinyl)-1H-pyrazol-1-yl)-1-ethanol FC=1C=C(C=CC1)C(C)NC=1C=C2C(=NNC2=CC1)C=CC=1C=NN(C1)CCO